6-((1-Acetylpiperidin-4-yl)amino)-2-(thiophen-3-yl)pyrimidine-4-carboxylic acid C(C)(=O)N1CCC(CC1)NC1=CC(=NC(=N1)C1=CSC=C1)C(=O)O